tert-butyl 2-((2-methoxy-2-oxoethyl)thio)-2-methylpropanoate COC(CSC(C(=O)OC(C)(C)C)(C)C)=O